CC1N2C(C=3N(C(CCC1)C2)C=C(C(C3)=O)C(=O)N)=O 3-methyl-1,11-dioxo-1,4,5,6,7,11-hexahydro-3H-2,7-methanopyrido[1,2-a][1,4]diazonine-10-carboxamide